Propan-2-yl (3E)-2,2-dimethyl-3-{3-[6-(methylamino)pyridin-2-yl]prop-2-yn-1-ylidene}pyrrolidine-1-carboxylate CC/1(N(CC\C1=C/C#CC1=NC(=CC=C1)NC)C(=O)OC(C)C)C